N12CC(C(CC1)CC2)N(C(O)=O)[C@H]2C(CCC1=CC(=CC=C21)C2=C(C=C(C=C2)OC)F)(C)C.CCCCCCCCCCCCCCCCCC(OCC(OC(CCCCCCCCCCCCCCCCC)=O)COC(CCCCCCCCCCCCCCCCC)=O)=O tristearin (S)-quinuclidin-3-yl-(6-(2-fluoro-4-methoxyphenyl)-2,2-dimethyl-1,2,3,4-tetrahydronaphthalen-1-yl)carbamate